CC=1CC2=C(C3=CC=CC=C3C(=C2CC1)OCC)OCC 2-methyl-9,10-diethoxy-1,4-dihydroanthracene